(3,3-difluorocyclobutyl)methan FC1(CC(C1)C)F